O1COC2=C1C=CC(=C2)C(=O)[C@@H]2NCCC2 (R)-benzo[d][1,3]dioxol-5-yl(pyrrolidin-2-yl)methanone